C[C@H]1N(CC1)C(=O)O[C@H]1C[C@H](CC1)C1=CC(=NN1)NC(=O)C1=CC=NN1CCOC (1R,3S)-3-[3-({[1-(2-methoxyethyl)-1H-pyrazol-5-yl]carbonyl}amino)-1H-pyrazol-5-yl]cyclopentyl (2R)-2-methylazetidine-1-carboxylate